4-Methoxy-6-((4-methyl-1H-pyrazol-1-yl)methyl)benzo[d]isoxazol-3-amine COC1=CC(=CC2=C1C(=NO2)N)CN2N=CC(=C2)C